C(C)(C)(C)[S@@](=O)N1CCC(CC1)C1=CC=NO1 |r| 5-(1-((RS)-tert-butylsulfinyl)piperidin-4-yl)isoxazol